5-(2,6-bis(aminomethyl)piperazin-1-yl)-2,3-dihydro-1,4-benzodioxine NCC1N(C(CNC1)CN)C1=CC=CC=2OCCOC21